4-(3-((5-cyclopropyl-2-((3-methyl-1-(1-methylpiperidin-4-yl)-1H-pyrazol-4-yl)amino)pyrimidin-4-yl)amino)propyl)-1,4-oxazepan-3-one C1(CC1)C=1C(=NC(=NC1)NC=1C(=NN(C1)C1CCN(CC1)C)C)NCCCN1C(COCCC1)=O